BrC=1C=C(C=C(C1)[Si](C1=CC=CC=C1)(C1=CC=CC=C1)C1=CC=CC=C1)C1=NC=CC=C1 2-(3-bromo-5-(triphenylsilyl)phenyl)pyridine